6-Chloro-3-iodo-1H-pyrazolo[3,4-d]pyrimidin-4-ylamine ClC1=NC(=C2C(=N1)NN=C2I)N